5-[5-[chloro(difluoro)methyl]-1,2,4-oxadiazol-3-yl]-N-[1-(2-methoxyphenyl)ethyl]pyrimidin-2-amine ClC(C1=NC(=NO1)C=1C=NC(=NC1)NC(C)C1=C(C=CC=C1)OC)(F)F